tosylglutamate S(=O)(=O)(C1=CC=C(C)C=C1)N[C@@H](CCC(=O)[O-])C(=O)[O-]